NCC(C[Si](OC)(OC)OC)C 3-amino-2-methylpropyl-(trimethoxysilane)